1-[(1s,3s)-3-(piperidin-1-yl)cyclobutyl]spiro[indole-3,4'-piperidin]-2-one N1(CCCCC1)C1CC(C1)N1C(C2(CCNCC2)C2=CC=CC=C12)=O